2,5-dioxopyrrolidin-1-yl-2-methylcycloprop-2-ene-1-carboxylate O=C1N(C(CC1)=O)C1(C(=C1)C)C(=O)[O-]